(2S,3R)-2-methyl-1-[5-methyl-6-[1-(1-methylazetidin-3-yl)pyrazol-4-yl]-3-(trifluoromethyl)imidazo[1,2-a]pyrazin-8-yl]azetidin-3-ol C[C@@H]1N(C[C@H]1O)C=1C=2N(C(=C(N1)C=1C=NN(C1)C1CN(C1)C)C)C(=CN2)C(F)(F)F